ClC1=CC=C(C(=N1)C(=O)O)N[C@H](C)C1=C2N=C(C(=NC2=CC(=C1)C)C#N)N1CCN(CC1)C1=CC=C(C=C1)C#N (R)-6-chloro-3-((1-(2-cyano-3-(4-(4-cyanophenyl)piperazin-1-yl)-7-methylquinoxalin-5-yl)ethyl)amino)picolinic acid